O1C=C(C2=C1C=CC=C2)COB(O)O benzofuran-3-ylmethyl-boric acid